tri-propylene glycol diacrylate C(C=C)(=O)OC(C)COC(C)COC(C)COC(C=C)=O